4-(5-isopropoxy-benzoimidazol-1-yl)-aniline C(C)(C)OC1=CC2=C(N(C=N2)C2=CC=C(N)C=C2)C=C1